5-METHYLNONAN-2-ONE CC(CCC(C)=O)CCCC